6-(5-methyl-quinolin-3-yl)-4-oxo-4,5-dihydropyrazolo[1,5-a]pyrazine-2-carboxylic acid CC1=C2C=C(C=NC2=CC=C1)C=1NC(C=2N(C1)N=C(C2)C(=O)O)=O